FC1=CC=C(C=C1)N1CCN(C2=CC=CC=C12)C(=O)NCC1CN(C1)CC(C)C 4-(4-fluorophenyl)-N-((1-isobutylazetidin-3-yl)methyl)-3,4-dihydroquinoxaline-1(2H)-carboxamide